N-(4-chlorophenyl)-3-(3,4-dihydroquinolin-1(2H)-yl)propanamide ClC1=CC=C(C=C1)NC(CCN1CCCC2=CC=CC=C12)=O